CN1C=C(C=C1)C 1,3-dimethyl-1H-pyrrole